Cl.CC1N(CCNC1)C(C)C1=NC=CC=C1 2-methyl-1-[1-(2-pyridyl)ethyl]piperazine hydrochloride